C(C1=CC=CC=C1)OC1=C2CCCCC2=CC=C1C(C)=O 1-(5-benzyloxytetralin-6-yl)ethanone